(2S,6R)-tert-butyl 4-((S)-10-chloro-3-((methoxymethoxy)methyl)-5-oxo-9-(trifluoromethyl)-3,5-dihydro-2H-[1,4]thiazino[2,3,4-ij]quinazolin-7-yl)-2,6-dimethylpiperazine-1-carboxylate ClC1=C(C=C2C(=NC(N3C2=C1SC[C@@H]3COCOC)=O)N3C[C@@H](N([C@@H](C3)C)C(=O)OC(C)(C)C)C)C(F)(F)F